(12R)-11-cyclopropyl-8-(3,4-difluorophenyl)-4-fluoro-12-(hydroxymethyl)-1,6,11-triazatricyclo[7.4.0.02,7]trideca-2(7),3,5,8-tetraen-10-one C1(CC1)N1C(C2=C(C=3N=CC(=CC3N2C[C@@H]1CO)F)C1=CC(=C(C=C1)F)F)=O